3-acrylyl-2,4,6-triiodobenzoic acid C(C=C)(=O)C=1C(=C(C(=O)O)C(=CC1I)I)I